methyl-(methylthio)methylsulfone ethyl-2-(4-(difluoromethoxy)-3-(pyridin-2-yl)phenyl)-4-methyloxazole-5-carboxylate C(C)OC(=O)C1=C(N=C(O1)C1=CC(=C(C=C1)OC(F)F)C1=NC=CC=C1)C.CC(SC)S(=O)(=O)C(C)SC